(S)-methyl 2-((4-((6-((4-cyano-2-fluorophenoxy)methyl)pyridin-2-yl)oxy)piperidin-1-yl)methyl)-1-(oxetane-2-ylmethyl)-1H-benzo[d]imidazole-6-carboxylate C(#N)C1=CC(=C(OCC2=CC=CC(=N2)OC2CCN(CC2)CC2=NC3=C(N2C[C@H]2OCC2)C=C(C=C3)C(=O)OC)C=C1)F